N-(4-(5,5-dimethyl-1,3,4,5-tetrahydro-2H-benzo[c]azepin-2-yl)-2,6-dimethylphenyl)-3,3-dimethylbutyramide CC1(C2=C(CN(CC1)C1=CC(=C(C(=C1)C)NC(CC(C)(C)C)=O)C)C=CC=C2)C